CC=1N=CC(=NC1)CNC=1NC(/C(/N1)=C/C=1C=C2N=CC=NC2=CC1)=O (4Z)-2-[(5-Methylpyrazin-2-yl)methylamino]-4-(quinoxalin-6-ylmethylene)-1H-imidazol-5-one